(S)-6-(6-Chloro-5-fluoro-2-oxo-1,2-dihydrospiro[benzo[d][1,3]oxazine-4,3'-pyrrolidin]-1'-yl)-N-((6-((S)-3-fluoropyrrolidin-1-yl)pyridin-3-yl)methyl)pyrazine-2-carboxamide ClC1=C(C2=C(NC(O[C@]23CN(CC3)C3=CN=CC(=N3)C(=O)NCC=3C=NC(=CC3)N3C[C@H](CC3)F)=O)C=C1)F